1-(3,5-Difluoro-pyridin-2-yl)-7-methoxy-3-methyl-8-(3-methyl-1H-pyrazol-4-yl)-1,3-dihydro-imidazo[4,5-c]chinolin-2-on FC=1C(=NC=C(C1)F)N1C(N(C=2C=NC=3C=C(C(=CC3C21)C=2C(=NNC2)C)OC)C)=O